1,3,5-cyclohexanetrionitrile C1(CC(CC(C1)C#N)C#N)C#N